CN1N=C(C=C1C)NC1=NC=C(C(=N1)C1=CNC2=C(C=CC=C12)NC(CN1CC(C1)OC1=CC=NC=C1)=O)C N-(3-(2-((1,5-dimethyl-1H-pyrazol-3-yl)amino)-5-methylpyrimidin-4-yl)-1H-indol-7-yl)-2-(3-(pyridin-4-yloxy)azetidin-1-yl)acetamide